CC1=CC=C(C=C1)S(=O)(=O)OCCOCCOCC#C 2-(2-prop-2-ynoxyethoxy)ethyl 4-methylbenzenesulfonate